3-((tert-butoxycarbonyl)(5-cyanopyrazin-2-yl)amino)-5-(4,5-dioxaborolan-2-yl)-1H-pyrazole-1-carboxylic acid tert-butyl ester C(C)(C)(C)OC(=O)N1N=C(C=C1C1BOOC1)N(C1=NC=C(N=C1)C#N)C(=O)OC(C)(C)C